C(C)OCCN1C(C=CC1=O)=O N-(2-ethoxyethyl)maleimide